COC1=CC=C(CN(S(=O)(=O)C2=NN(C(=C2F)C(=O)O)C(CO)(C)C)CC2=CC=C(C=C2)OC)C=C1 3-(N,N-bis(4-methoxybenzyl)sulfamoyl)-4-fluoro-1-(1-hydroxy-2-methylpropan-2-yl)-1H-pyrazole-5-carboxylic acid